7-(1,3-oxazol-2-yl)-[1,2,4]Triazolo[1,5-c]Pyrimidin-5-amine O1C(=NC=C1)C1=CC=2N(C(=N1)N)N=CN2